[N+](=O)([O-])C1=CC=C(C=C1)N1CCC(CC1)N 1-(4-nitrophenyl)-4-piperidinamine